O1CCN(CC1)C1=NC(=C2N=CN(C2=N1)N=CC=1C=C(C=CC1)C)OCCC1=NC=CC=C1 N-(2-morpholino-6-(2-(pyridin-2-yl)ethoxy)-9H-purin-9-yl)-1-(m-tolyl)methanimine